2-benzyl-2-azaspiro[3.3]heptan-6-yl (3R)-4-(5-cyanopyrimidin-2-yl)-3-methylpiperazine-1-carboxylate C(#N)C=1C=NC(=NC1)N1[C@@H](CN(CC1)C(=O)OC1CC2(CN(C2)CC2=CC=CC=C2)C1)C